N-(4-(2,5-difluorophenyl)-6-(3,3-difluoropyrrolidin-1-yl)pyrimidin-5-yl)-5-fluoro-6-methoxynicotinamide FC1=C(C=C(C=C1)F)C1=NC=NC(=C1NC(C1=CN=C(C(=C1)F)OC)=O)N1CC(CC1)(F)F